C(C)NC1=CC=C(C=N1)C1=C2CN(C(C2=CC=C1)=O)CC(C#N)=C 2-({4-[6-(ethylamino)pyridin-3-yl]-1-oxo-2,3-dihydro-1H-isoindol-2-yl}methyl)prop-2-enenitrile